FC1=CC(=CC=2NC(=NC21)C2=CC(=CN2)C(=O)C2=C(C=CC=C2)C(F)(F)F)N2C[C@@H]([C@H](C2)OC)O (5-(4-fluoro-6-((3S,4S)-3-hydroxy-4-methoxypyrrolidin-1-yl)-1H-benzo[d]imidazol-2-yl)-1H-pyrrol-3-yl)(2-(trifluoromethyl)phenyl)methanone